FC(C(=O)O)(F)F.N1C[C@H](CC1)OC1=NC=NC=C1 (S)-4-(pyrrolidin-3-yloxy)pyrimidine 2,2,2-trifluoroacetate